O(S(=O)(=O)C(F)(F)F)C=1C=CC=C2C(NC(=NC12)CC1=CC=C(C=C1)F)=O 2-(4-fluorobenzyl)-4-oxo-4H-quinazolin-8-yl triflate